N[C@H]([C@@H](CC1=C(C=CC=C1)S(=O)(=O)NCC(C)C)O)CC1=CC=CC=C1 ((2R,3S)-3-amino-2-hydroxy-4-phenylbutyl)-N-isobutylbenzenesulfonamide